2-Chloro-4-(5-((pyridin-4-yloxy)methyl)-2-(trifluoromethyl)oxazolidin-3-yl)benzonitril ClC1=C(C#N)C=CC(=C1)N1C(OC(C1)COC1=CC=NC=C1)C(F)(F)F